N-(1-{[2-bromo-5-(methyloxy)phenyl]methyl}-1H-pyrazol-3-yl)-2,6-difluorobenzamide BrC1=C(C=C(C=C1)OC)CN1N=C(C=C1)NC(C1=C(C=CC=C1F)F)=O